1-[(1RS)-1,2-dimethylpropyl]-N-ethyl-5-methyl-N-pyridazin-4-yl-1H-pyrazole-4-carboxamide C[C@H](C(C)C)N1N=CC(=C1C)C(=O)N(C1=CN=NC=C1)CC |r|